CC1=NOC(=C1)C=1C=CC(=NC1)C(=O)N([C@H]1CNCCC1)C1=NC=CC2=C1C(=CS2)C (R)-5-(3-methylisoxazol-5-yl)-N-(3-methylthieno[3,2-c]pyridin-4-yl)-N-(piperidin-3-yl)picolinamide